4-methoxy-8-propoxynaphthalene-1-carbaldehyde COC1=CC=C(C2=C(C=CC=C12)OCCC)C=O